C(C)OC([C@H](C)OC1=C(C=C(C(=C1)F)Cl)C1=NOCC1OCC)=O (2S)-2-[4-chloro-5-fluoro-2-(4-ethoxy-4,5-dihydroisoxazol-3-yl)phenoxy]propionic acid ethyl ester